trimethyl-2-pyrimidinethiol CC1=C(C(=NC(=N1)S)C)C